2-[4-[[(3,4-dimethylpyrimido[4',5':4,5]thieno[2,3-c]pyridazin-8-yl)-methyl-amino]methyl]phenyl]propan-2-ol CC1=C(C2=C(N=N1)SC1=C2N=CN=C1N(C)CC1=CC=C(C=C1)C(C)(C)O)C